OC1C=C(CC1)C=1C(=NC=CC1)C(=O)O.C1(CC1)C(=O)N (cyclopropanecarboxamide) 3-(3-hydroxycyclopent-1-en-1-yl)picolinate